FC1=CN(C=2C1=NC(=CC2CN2C[C@H](CCC2)C)C(=O)OC)COCC[Si](C)(C)C methyl (S)-3-fluoro-7-((3-methylpiperidin-1-yl)methyl)-1-((2-(trimethylsilyl) ethoxy)methyl)-1H-pyrrolo[3,2-b]pyridine-5-carboxylate